7-(5-fluoro-2-(((3S,4R)-3-hydroxytetrahydro-2H-pyran-4-yl)amino)pyrimidin-4-yl)-2-(((R)-3-fluoropyrrolidin-1-yl)methyl)-1-isopropyl-3-methylquinolin-4(1H)-one FC=1C(=NC(=NC1)N[C@H]1[C@@H](COCC1)O)C1=CC=C2C(C(=C(N(C2=C1)C(C)C)CN1C[C@@H](CC1)F)C)=O